N1CC(C1)C1=NC=C(C=N1)C1=C(C=C(C=C1)S(=O)(=O)C)Cl 2-(azetidin-3-yl)-5-(2-chloro-4-methylsulfonyl-phenyl)pyrimidine